N-(adamantan-1-yl)-2-((2-(methylthio)-6-morpholinopyrimidin-4-yl)oxy)acetamide C12(CC3CC(CC(C1)C3)C2)NC(COC2=NC(=NC(=C2)N2CCOCC2)SC)=O